1,3-bis(4-methoxyphenyl)propane-1,3-dione boron difluoride [B](F)F.COC1=CC=C(C=C1)C(CC(=O)C1=CC=C(C=C1)OC)=O